2-(1-methylpyrazol-4-yl)pyrimidine-4-carboxamide CN1N=CC(=C1)C1=NC=CC(=N1)C(=O)N